C(C)OC=1C=C(C=CC1)C1=CC=CC2=CC=CC=C12 4-(3-ethoxyphenyl)naphthalene